O([C@H]1[C@H](O)[C@@H](O)[C@H](O)[C@H](O1)C(=O)O)C1=C(C(=C2C(C=C(OC2=C1)C1=CC=C(C=C1)O)=O)O)O 4',5,6-Trihydroxyflavon-7-yl β-D-glucopyranosiduronic acid